4-(4-methoxyphenyl)-2-(pent-4-enamidomethyl)oxazole COC1=CC=C(C=C1)C=1N=C(OC1)CNC(CCC=C)=O